COC(C1=CC(C(=O)O)=CC(=C1)N)=O 5-aminoisophthalic acid methyl ester